ClC1=C(C=CC=C1NC(=O)C=1N(C2=C(CN(CC2)C)N1)C)C1=C(C(=CC=C1)C1=NC(=C(C=C1)CN1CCN(CC1)C(CC)=O)OC)Cl N-(2,2'-dichloro-3'-(6-methoxy-5-((4-propionylpiperazin-1-yl)methyl)pyridin-2-yl)-[1,1'-biphenyl]-3-yl)-1,5-dimethyl-4,5,6,7-tetrahydro-1H-imidazo[4,5-c]pyridine-2-carboxamide